(E)-3-(2-((1-(2-(4-chlorophenyl)acetyl)piperidin-4-yl)sulphonyl)phenyl)-N-hydroxyacrylamide ClC1=CC=C(C=C1)CC(=O)N1CCC(CC1)S(=O)(=O)C1=C(C=CC=C1)/C=C/C(=O)NO